CC1=CC(NC=2N=C(N=CC21)NC2=NN(C=C2)C2=C(C=CC=C2)C)=O 5-methyl-2-((1-(o-tolyl)-1H-pyrazol-3-yl)amino)pyrido[2,3-d]pyrimidin-7(8H)-one